(4S)-4-benzyl-3-[(2R)-2-(2-fluorophenyl)propanoyl]-1,3-oxazolidin-2-one C(C1=CC=CC=C1)[C@@H]1N(C(OC1)=O)C([C@H](C)C1=C(C=CC=C1)F)=O